2-Amino-3-(4-bromo-2,5-dimethoxyphenyl)propanoic acid NC(C(=O)O)CC1=C(C=C(C(=C1)OC)Br)OC